(2-Benzyloxy-4,6-dihydroxy-phenyl)-[7-[(dimethylamino)methyl]-3,4-dihydro-1H-isoquinolin-2-yl]methanone C(C1=CC=CC=C1)OC1=C(C(=CC(=C1)O)O)C(=O)N1CC2=CC(=CC=C2CC1)CN(C)C